C1[C@@H]([C@H](OC2=C1C(=CC(=C2[C@@H]3[C@H]([C@H](OC4=CC(=CC(=C34)O)O)C5=CC(=C(C=C5)O)O)OC(=O)C6=CC(=C(C(=C6)O)O)O)O)O)C7=CC(=C(C=C7)O)O)O The molecule is a gallate ester obtained by formal condensation of the carboxy group of gallic acid with the (3R)-hydroxy group of procyanidin B1. It has a role as a metabolite. It is a gallate ester, a proanthocyanidin, a polyphenol and a biflavonoid. It derives from a gallic acid and a procyanidin B1.